4-(2-(6-(4-chloronaphthalen-1-yl)-1,1-dioxido-1,2,6-thiadiazinan-2-yl)acetamido)adamantan-1-carboxamide ClC1=CC=C(C2=CC=CC=C12)N1CCCN(S1(=O)=O)CC(=O)NC1C2CC3(CC(CC1C3)C2)C(=O)N